3-fluoro-2'-(6-fluoro-1-(2-hydroxy-2-methylpropyl)-1H-indazol-5-yl)-[1,1'-biphenyl] FC=1C=C(C=CC1)C1=C(C=CC=C1)C=1C=C2C=NN(C2=CC1F)CC(C)(C)O